[Na+].C1(=CC(=CC=C1)S(=O)(=O)[O-])S(=O)(=O)[O-].[Na+] m-benzenedisulfonic acid sodium salt